FC(OC=1C=C(C=CC1)N1N=CC2=C(C=CC=C12)NC(C1=C(C=CC(=C1)CNC(C(C)(C)C)=O)C(F)(F)F)=O)F N-{1-[3-(difluoromethoxy)phenyl]-1H-indazol-4-yl}-5-{[(2,2-dimethylpropionyl)amino]methyl}-2-(trifluoromethyl)benzamide